trichloro-8-fluoroquinazoline ClC1=C2C(=NC(=NC2=C(C=C1)F)Cl)Cl